FC1=C(C=CC=2OC(OC21)(C)C)C(C)N2C[C@@H](N(C[C@H]2C)C=2C=1C(N(C(C2)=O)C)=CN(N1)C1OCCCC1)C 7-((2S,5R)-4-(1-(4-fluoro-2,2-dimethylbenzo[d][1,3]dioxol-5-yl)ethyl)-2,5-dimethylpiperazin-1-yl)-4-methyl-2-(tetrahydro-2H-pyran-2-yl)-2,4-dihydro-5H-pyrazolo[4,3-b]pyridin-5-one